(+)-4-[(S)-1-(2,3-dimethylphenyl)ethyl]-1H-imidazole CC1=C(C=CC=C1C)[C@H](C)C=1N=CNC1